C(C)OC(=O)C1(C(CCC1)=O)CCCN1C(C2=CC=CC=C2C1=O)=O.C(C)(C)C=1C=C(C=CC1)NC(=O)C1CCCCC1 N-(3-isopropylphenyl)cyclohexane-1-carboxamide Ethyl-1-(3-(1,3-dioxoisoindolin-2-yl)propyl)-2-oxocyclopentane-1-carboxylate